5-ethoxy-3-amino-1H-1,2,4-oxadiazole C(C)OC1=NC(=NO1)N